4-Cyano-2,3-dihydrobenzofuran-7-yl-2,8-dimethyl-5-trifluoromethoxy-1,4-dihydro-1,6-naphthyridine-3-carboxamide C(#N)C1=CC=C(C2=C1CCO2)N2C(=C(CC1=C(N=CC(=C21)C)OC(F)(F)F)C(=O)N)C